Cl.CN[C@H]1COC[C@H](C1)OC=1C=2N(C=C(N1)C=1C=NN(C1)C)N=CC2 |r| rac-(3R,5S)-N-methyl-5-((6-(1-methyl-1H-pyrazol-4-yl)pyrazolo[1,5-a]pyrazin-4-yl)oxy)tetrahydro-2H-pyran-3-amine hydrochloride